((3R,4S)-4-hydroxytetrahydro-furan-3-ylamino)but-2-enamide O[C@H]1[C@@H](COC1)NC(C(=O)N)=CC